C(C)(=O)CC(=O)C1=CC(=CC=C1)CCCCCCCCCCCC alpha-acetyl-m-dodecyl-acetophenone